[N+](=O)([O-])C1=CC=C(C=C1)S(=O)(=O)O\N=C(\C1=NC=C(C=C1[S@@](=O)C)C1=CC(=CC=C1)F)/N [(Z)-[amino-[5-(3-fluorophenyl)-3-[(S)-methylsulfinyl]-2-pyridyl]methylene]amino] 4-nitrobenzenesulfonate